tert-butyl (2'R,3'R)-2'-hydroxy-3'-((S)-5H-imidazo[5,1-a]isoindol-5-yl)-3-azaspiro[bicyclo[3.2.1]octane-8,1'-cyclobutane]-3-carboxylate O[C@H]1C2(C[C@@H]1[C@@H]1N3C(C4=CC=CC=C14)=CN=C3)C3CN(CC2CC3)C(=O)OC(C)(C)C